BrC=1C=C(C(=C(C1)[C@H](CC(=O)OCC)N[S@@](=O)C(C)(C)C)F)C(F)F ethyl (3S)-3-[5-bromo-3-(difluoromethyl)-2-fluorophenyl]-3-{[(S)-2-methylpropane-2-sulfinyl]amino}propanoate